4-((4-(4-(((S)-3-benzyl-6,9-dimethyl-4H,6H-thieno[2,3-e][1,2,4]triazolo[3,4-c][1,4]oxazepin-2-yl)ethynyl)-1H-pyrazol-1-yl)butyl)amino)-2-(2,6-dioxopiperidin-3-yl)isoindoline-1,3-dione C(C1=CC=CC=C1)C1=C(SC=2N3C([C@@H](OCC21)C)=NN=C3C)C#CC=3C=NN(C3)CCCCNC3=C2C(N(C(C2=CC=C3)=O)C3C(NC(CC3)=O)=O)=O